NCCC1=CNC=N1 HISTAMINE